CN(CCC1=CN(C2=C(C=CC=C12)F)C)C 3-[2-(Dimethylamino)ethyl]-7-fluoro-1-methylindol